3-Ethylthiourea C(C)NC(N)=S